C(C1=CC=CC=C1)O[C@H]1[C@@H]([C@](O[C@@H]1COCC1=CC=CC=C1)(O)C1=CSC=2C1=NC(=CC2N2CC1C(C2)CCC1)Cl)F (2S,3S,4R,5R)-4-(benzyloxy)-5-[(benzyloxy)methyl]-2-(5-chloro-7-{hexahydro-1H-cyclopenta[c]pyrrol-2-yl}thieno[3,2-b]pyridin-3-yl)-3-fluorooxolan-2-ol